1-((5-(4-Fluoro-3-hydroxyphenyl)isoxazol-3-yl)methyl)piperidin-2-one FC1=C(C=C(C=C1)C1=CC(=NO1)CN1C(CCCC1)=O)O